C(C)OC(C1=C(C=C(C=C1)F)OC(F)(F)F)=O 4-Fluoro-2-(trifluoromethoxy)benzoic acid ethyl ester